N(=[N+]=[N-])C1=CC=C(C=C1)[C@]12[C@](C=3C(=NC(=CC3O1)OC)OC)([C@@H]([C@@H]([C@H]2C2=CC=CC=C2)CN(C)C)O)O (5aR,6S,7S,8R,8aS)-5a-(4-azidophenyl)-7-((dimethylamino)methyl)-1,3-dimethoxy-6-phenyl-5a,6,7,8-tetrahydro-8aH-cyclopenta[4,5]furo[3,2-c]pyridine-8,8a-diol